C(C)OC(=O)C1=NN(C=C1C1=C(C(=NC=C1F)OC)C)C1OCCN1 (5-fluoro-2-methoxy-3-methylpyridin-4-yl)-1-(oxazolidin-2-yl)pyrazole-3-carboxylic acid ethyl ester